ClC1=NN(C=C1)C1=C2C=CC(=NC2=CC=C1)C(=O)O 5-(3-chloro-1H-pyrazol-1-yl)quinoline-2-carboxylic acid